N-(oxetan-3-yl)-2-(tetrahydro-2H-pyran-4-yl)-6-(6-(trifluoromethyl)picolinamido)imidazo[1,2-a]pyridine-7-carboxamide O1CC(C1)NC(=O)C1=CC=2N(C=C1NC(C1=NC(=CC=C1)C(F)(F)F)=O)C=C(N2)C2CCOCC2